2-fluoro-2-(4-methylpyrimidin-2-yl)cyclopropane FC1(CC1)C1=NC=CC(=N1)C